n-hexadecanen C=CCCCCCCCCCCCCCC